[Na].[Cu].[Mn].[Fe].[Ni] nickel-iron-manganese-copper-sodium